C1(=CC=CC=C1)C1=C(C=CC(=C1)C)NC(C(=O)NC1=C(C=C(C=C1)C)C1=CC=CC=C1)=O bis(2-phenyl-4-methylphenyl)oxalyl-diamine